CC=1C=C(C=CC1)NC1=C(C=CC=C1C)C1=CC(=C(C=C1)NC1=CC(=CC=C1)C)C 2,4'-bis[N'-(3-methylphenyl)amino]-3,3'-dimethylbiphenyl